4-(5-hydroxypentyloxy)phenol OCCCCCOC1=CC=C(C=C1)O